N-(7-methoxy-4-phenyl-1H-1,3-benzodiazol-2-yl)imidazo[1,2-a]pyridine-3-carboxamide COC1=CC=C(C2=C1NC(=N2)NC(=O)C2=CN=C1N2C=CC=C1)C1=CC=CC=C1